N[C@H]1CN(CCC1)C(=O)C1=CC=2N(C=C1)C(=C(N2)C=2N(C1=CC=CC=C1C2)CC2=C(N=C(S2)C)C)C (R)-(3-Aminopiperidin-1-yl)(2-(1-((2,4-dimethylthiazol-5-yl)methyl)-1H-indol-2-yl)-3-methylimidazo[1,2-a]pyridin-7-yl)methanone